C(N)(=O)C1=C(C=C(C2=CN(N=C12)C)N1CCC(CC1)N(C(OC(C)(C)C)=O)CC)F tert-butyl N-[1-(7-carbamoyl-6-fluoro-2-methylindazol-4-yl)piperidin-4-yl]-N-ethylcarbamate